COC1=C(C=CC=C1)CC(=O)NN 2-methoxyphenylacetyl-hydrazine